diphenylazepine nitrogen [N].C1(=CC=CC=C1)C1=C(NC=CC=C1)C1=CC=CC=C1